BrC=1C=CC(=C(C1)C(=NO)C1=CC=CC=C1)O (5-bromo-2-hydroxy-phenyl)-phenyl-methanone oxime